tert-butyl (2R)-2-[[2-chloro-4-(o-tolyl)-7-quinolyl]oxy]propanoate ClC1=NC2=CC(=CC=C2C(=C1)C1=C(C=CC=C1)C)O[C@@H](C(=O)OC(C)(C)C)C